C(C)(C)(C)C1N(CCN(C1)C1CCN(CC1)CCOS(=O)(=O)C)C(=O)OC[C@@H]1[C@H]([C@H]([C@@](O1)(N1C(=S)NC(=O)C(=C1)C(N)=O)C)O)O 5-carbamoyl-methyl-2-thiouridine tert-butyl-4-{1-[2-(methanesulfonyloxy)ethyl]piperidin-4-yl}piperazine-1-carboxylate